(4-Ethynyl-2-fluorophenyl)methanamine C(#C)C1=CC(=C(C=C1)CN)F